COC=1C=NC2=CC=CC(=C2C1)N[C@H]1CNCC1 (3R)-3-[(3-methoxy-5-quinolyl)amino]Pyrrolidine